CN(CCCC(CC(CCN(C)C)N(C)C)N(C)C)C N1,N1,N4,N4,N6,N6,N8,N8-octamethyloctane-1,4,6,8-tetraamine